anisal alcohol C(C1=CC=C(C=C1)OC)(O)O